propynyl-diethylamine C(#CC)N(CC)CC